N-(2-chloro-6-methylpyrimidin-4-yl)-3-(4-methoxyphenyl)isoxazol-5-amine ClC1=NC(=CC(=N1)NC1=CC(=NO1)C1=CC=C(C=C1)OC)C